(4S)-4-[[(Z)-(4-amino-8-methoxy-5,5-dimethyl-benzo[h]quinazolin-6-ylidene)amino]oxymethyl]-1-methyl-pyrrolidin-2-one NC1=NC=NC=2C3=C(\C(\C(C12)(C)C)=N/OC[C@H]1CC(N(C1)C)=O)C=C(C=C3)OC